(2S)-2-[9H-fluoren-9-ylmethoxycarbonyl(methyl)amino]-3-(2-methylphenyl)propanoic acid C1=CC=CC=2C3=CC=CC=C3C(C12)COC(=O)N([C@H](C(=O)O)CC1=C(C=CC=C1)C)C